2-[4-chloro-2-oxo-1'-(1H-pyrazolo[4,3-b]pyridine-5-carbonyl)spiro[indole-3,3'-pyrrolidin]-1-yl]-N-(2,2,2-trifluoroethyl)acetamide ClC1=C2C(=CC=C1)N(C(C21CN(CC1)C(=O)C1=CC=C2C(=N1)C=NN2)=O)CC(=O)NCC(F)(F)F